C(C(C)C)OC(=O)N(C)CC1=C(N=NN1C)C1=CC=C(C(=N1)C)O[C@@H]1C[C@H](CCC1)C(=O)O (1S,3S)-3-((6-(5-(((isobutoxy-carbonyl)(methyl)amino)methyl)-1-methyl-1H-1,2,3-triazol-4-yl)-2-methylpyridin-3-yl)oxy)cyclohexane-1-carboxylic acid